3-methyl-2-oxo-4-(piperazin-1-yl)-2,3-dihydro-1H-benzo[d]imidazole CN1C(NC2=C1C(=CC=C2)N2CCNCC2)=O